ClC1=CC=C(C=C1)C=1C=CC(N(N1)CC1=NC(=NO1)C1=CC=C(C=C1)C)=O 6-(4-chlorophenyl)-2-((3-(p-tolyl)-1,2,4-oxadiazol-5-yl)methyl)pyridazin-3(2H)-one